C(CCCCCCCCC)(=O)N[C@@H](COCC1=CC=C(C(=O)N2C[C@H]([C@@H](C2)C(=O)N[C@@H]2[C@H](C2)C2=CC=CC=C2)C(=O)N[C@@H]2[C@H](C2)C2=CC=CC=C2)C=C1)C(=O)NCCCCCC (3S,4S)-1-(4-(((S)-2-decanamido-3-(hexylamino)-3-oxopropoxy)methyl)benzoyl)-N3,N4-bis((1S,2R)-2-phenylcyclopropyl)pyrrolidine-3,4-dicarboxamide